ClC1=C(C=C2C=C(N=CC2=C1)NC(=O)[C@@H]1[C@@H](C1)F)C1CCN(CC1)C1COC1 (1R,2R)-N-(7-chloro-6-(1-(oxetan-3-yl)piperidin-4-yl)isoquinolin-3-yl)-2-fluorocyclopropane-1-carboxamide